COC(\C=C\C1=C(C=CC=C1)OC)=O (E)-3-(2-methoxyphenyl)acrylic acid methyl ester